[3-[4-[(E)-benzylideneamino]cyclohexoxy]propyl]-N-methyl-carbamate C(/C1=CC=CC=C1)=N\C1CCC(CC1)OCCCOC(NC)=O